Cl.C1(=CC=CC=C1)C1=CC=C(S1)[C@@H](C)N (R)-1-(5-Phenylthiophen-2-yl)ethan-1-amine hydrochloride